O=C1NC=CC2=CC(=CC=C12)C=O 1-OXO-1,2-DIHYDROISOQUINOLINE-6-CARBALDEHYDE